C1=CC=CC=2C3=CC=CC=C3C(C12)OC(N(CC(=O)NCOCCCCCN)C)=O (9H-fluoren-9-yl)methyl(2-((((5-aminopentyl)oxy)methyl)amino)-2-oxoethyl)carbamate